Methyl-4-(3-(3-chloro-4-nitrophenyl)-2-(trifluoromethyl)oxazolidin-5-carbonyl)piperazin-1-carboxylat COC(=O)N1CCN(CC1)C(=O)C1CN(C(O1)C(F)(F)F)C1=CC(=C(C=C1)[N+](=O)[O-])Cl